C1C=C[C@H]([C@H]2C1=NC3=C(N2)CC=C[C@H]3C(=O)[O-])C(=O)[O-] The molecule is a dicarboxylic acid dianion obtained by deprotonation of the carboxy groups of (1R,5aS,6R)-1,4,5,5a,6,9-hexahydrophenazine-1,6-dicarboxylic acid; major species at pH 7.3. It is a conjugate base of a (1R,5aS,6R)-1,4,5,5a,6,9-hexahydrophenazine-1,6-dicarboxylic acid.